(tert-Butyl)-N-(4,4-difluorocyclohexyl)-2-methoxy-1H-imidazole-1-carboxamide C(C)(C)(C)C=1N=C(N(C1)C(=O)NC1CCC(CC1)(F)F)OC